CCCCOC(=O)C1=CC(=O)CC(O1)(C)C dihydropyrone